(1R,2S,5S)-N-((S)-1-hydroxy-3-((S)-2-oxopyrrolidin-3-yl)propan-2-yl)-3-(4-isopropyl-1H-indole-2-carbonyl)-6,6-dimethyl-3-azabicyclo[3.1.0]hexane-2-carboxamide OC[C@H](C[C@H]1C(NCC1)=O)NC(=O)[C@@H]1[C@H]2C([C@H]2CN1C(=O)C=1NC2=CC=CC(=C2C1)C(C)C)(C)C